FC=1C=C(C(=NC1)OC=1C(=CC=2N(C1)C=C(N2)C(=O)NC2(CCS(CC2)(=O)=O)C)C)OCC(F)(F)F 6-[[5-fluoro-3-(2,2,2-trifluoroethoxy)-2-pyridyl]oxy]-7-methyl-N-(4-methyl-1,1-dioxo-thian-4-yl)imidazo[1,2-a]pyridine-2-carboxamide